NC=1C(=NC(=CN1)C1=CC(=C2CCN(CC2=C1)C)C)N1N=CC(=C1)C(=O)N(CC1COCC1)C 1-(3-amino-6-(2,5-dimethyl-1,2,3,4-tetrahydroisoquinolin-7-yl)pyrazin-2-yl)-N-methyl-N-((tetrahydrofuran-3-yl)methyl)-1H-pyrazole-4-carboxamide